5-(4-methylpyridin-3-yl)-1H-pyrazolo[3,4-c]pyridine CC1=C(C=NC=C1)C=1C=C2C(=CN1)NN=C2